(E)-4-methyl-N'-(3-(trifluoromethyl)benzylidene)benzenesulfonohydrazide CC1=CC=C(C=C1)S(=O)(=O)N/N=C/C1=CC(=CC=C1)C(F)(F)F